ethyl (2S,3S)-2-(bis(4-methoxybenzyl)amino)-3-(4-bromothiazol-2-yl)-3-hydroxypropanoate COC1=CC=C(CN([C@H](C(=O)OCC)[C@H](O)C=2SC=C(N2)Br)CC2=CC=C(C=C2)OC)C=C1